(2r,3r,4s,5r)-2-(1-ethoxyethoxy)-6-(3-((5-(4-fluorophenyl) thiophen-2-yl) methyl)-4-methylphenyl)-6-oxohexane-1,3,4,5-tetrayl tetraacetate C(C)(=O)OC[C@H]([C@H]([C@@H]([C@H](C(=O)C1=CC(=C(C=C1)C)CC=1SC(=CC1)C1=CC=C(C=C1)F)OC(C)=O)OC(C)=O)OC(C)=O)OC(C)OCC